BrC1=C2C=NNC2=C(C(=C1)F)[N+](=O)[O-] 4-bromo-6-fluoro-7-nitro-1H-indazole